ClC1=C(N=CN1C)C(=O)OC methyl 5-chloro-1-methyl-1H-imidazole-4-carboxylate